C[C@@H]1N([C@@H](CCC1)C1=CC=CC=C1)C(C(=O)O)=O |r| rac-2-((2S,6S)-2-methyl-6-phenylpiperidin-1-yl)-2-oxoacetic Acid